4,4'-bis(3-fluoro-4-formylphenyl)benzil FC=1C=C(C=CC1C=O)C1=CC=C(C=C1)C(=O)C(=O)C1=CC=C(C=C1)C1=CC(=C(C=C1)C=O)F